7-chloronaphthalen-2-ol ClC1=CC=C2C=CC(=CC2=C1)O